5-bromo-4-methyl-2(5H)-furanone BrC1C(=CC(O1)=O)C